2-(4-fluorophenyl)-3-hydroxy-6,7-dimethoxy-4H-chromen-4-one FC1=CC=C(C=C1)C=1OC2=CC(=C(C=C2C(C1O)=O)OC)OC